P(=O)(O)(O)O[C@H]1[C@H]([C@@H](O[C@@H]1COP(=O)(O)O)N1C(=O)NC(=O)C=C1)O uridine 3',5'-diphosphate